2-(3-Oxa-6-azabicyclo[3.1.1]heptan-6-yl)-N-(4-((4-fluorobicyclo[2.2.2]octan-1-yl)carbamoyl)-6-methoxypyridin-3-yl)-6-methoxybenzo[d]thiazole-7-carboxamide C12COCC(N1C=1SC3=C(N1)C=CC(=C3C(=O)NC=3C=NC(=CC3C(NC31CCC(CC3)(CC1)F)=O)OC)OC)C2